((1R,5S,6s)-3-(3-(5-chloroquinoxalin-6-yl)-1H-pyrazolo[3,4-b]pyrazin-6-yl)-6-phenyl-3-azabicyclo[3.1.0]hexan-6-yl)methanamine ClC1=C2N=CC=NC2=CC=C1C1=NNC2=NC(=CN=C21)N2C[C@H]1C([C@H]1C2)(C2=CC=CC=C2)CN